8-(benzo[d][1,3]dioxol-5-ylmethoxy)-4-chloroquinoline O1COC2=C1C=CC(=C2)COC=2C=CC=C1C(=CC=NC21)Cl